C(C1=CC=CC=C1)N1C=CC=2C1=NC(=CC2CN2CCCC2)C=2C=C1CN(C(C1=CC2)=O)C2C(NC(CC2)=O)=O 3-(5-(1-benzyl-4-(pyrrolidin-1-ylmethyl)-1H-pyrrolo[2,3-b]pyridin-6-yl)-1-oxoisoindolin-2-yl)piperidine-2,6-dione